benzyl acrylate C(C=C)(=O)OCC1=CC=CC=C1